8-(2-ethoxy-4-chlorophenyl)-7,8-dihydro-[1,3]dioxolo[4,5-g]quinolin-6(5H)-one C(C)OC1=C(C=CC(=C1)Cl)C1CC(NC=2C=C3C(=CC12)OCO3)=O